3-Cyano-N-(2-(3-(dimethylamino)propoxy)-5-(3'-methyl-2'-oxo-2',3'-dihydrospiro[cyclobutane-1,1'-pyrrolo[2,3-c]quinolin]-8'-yl)pyridin-3-yl)-4-fluorobenzene-sulfonamide hydrochloride Cl.C(#N)C=1C=C(C=CC1F)S(=O)(=O)NC=1C(=NC=C(C1)C1=CC=2C3=C(C=NC2C=C1)N(C(C31CCC1)=O)C)OCCCN(C)C